tert-butyl-9-{1-[3-(1-adamantyl)-2-(methoxymethoxy)-5-methylphenyl]-2-methylprop-1-en-1-yl}-9,9a-dihydro-4aH-fluorene C(C)(C)(C)C1=CC=CC2C3=CC=CC=C3C(C12)C(=C(C)C)C1=C(C(=CC(=C1)C)C12CC3CC(CC(C1)C3)C2)OCOC